C12CN(CC(CC1)N2)C=2OC1=C(N2)C(=C(C=C1C=1OC=CN1)Cl)OC(F)(F)F 2-(3,8-diazabicyclo[3.2.1]octan-3-yl)-5-chloro-7-(oxazol-2-yl)-4-(trifluoromethoxy)benzo[d]oxazole